N-(benzo[d][1,2]thiazepin-3-yl)-4-(4-fluorophenyl)benzamide C1=NS(C=CC2=C1C=CC=C2)NC(C2=CC=C(C=C2)C2=CC=C(C=C2)F)=O